5-Fluoro-1-(4-(4-hydroxyphenylethoxy)phenethyl)-1H-benzo[d]imidazole hydrochloride Cl.FC1=CC2=C(N(C=N2)CCC2=CC=C(C=C2)OCCC2=CC=C(C=C2)O)C=C1